NC=1SC2=C(N1)C=C(C=C2)C=2C=C(C(=O)N)C=CC2 3-(2-aminobenzo[d]thiazole-5-yl)benzamide